2-chloro-7-methoxy-4-[1-(3-nitro-5-trifluoromethyl-phenyl)-ethylamino]-quinazolin-6-ol ClC1=NC2=CC(=C(C=C2C(=N1)NC(C)C1=CC(=CC(=C1)C(F)(F)F)[N+](=O)[O-])O)OC